C1=CNN(NC1N)N 5-triazine-2,4-diamine